2,3-bis[(cyclohexyl)(ethoxy)methoxycarbonyl]-5-norbornene C1(CCCCC1)C(OC(=O)C1C2C=CC(C1C(=O)OC(OCC)C1CCCCC1)C2)OCC